ethyl 2-cyano-3,3-dimethylpent-4-ynoate C(#N)C(C(=O)OCC)C(C#C)(C)C